4-(3-fluorobenzyl)-4-methoxy-N-(1-methyl-6-oxo-1,6-dihydropyridazin-3-yl)piperidine-1-carboxamide FC=1C=C(CC2(CCN(CC2)C(=O)NC2=NN(C(C=C2)=O)C)OC)C=CC1